tert-butyl (R)-(2-((tert-butyldimethylsilyl)oxy)-1-(4-carbamimidoylthiophen-2-yl)ethyl)carbamate [Si](C)(C)(C(C)(C)C)OC[C@H](C=1SC=C(C1)C(N)=N)NC(OC(C)(C)C)=O